C(C)(C)(C)OC(N[C@H]1C[C@H](CC1)C1=CC(=NN1)NC=1C(=NC=CC1)C)=O (1r,3s)-3-(3-((2-methylpyridin-3-yl)amino)-1H-pyrazol-5-yl)cyclopentyl-carbamic acid tert-butyl ester